Cl.N[C@@H](CCC(=O)N)[C@@H](C)OCCCC1=CC2=C(N(C(N2C)=O)C2C(NC(CC2)=O)=O)C=C1 (4S,5R)-4-amino-5-[3-[1-(2,6-dioxopiperidin-3-yl)-3-methyl-2-oxo-1,3-benzodiazol-5-yl]propoxy]hexan-amide hydrochloride